S1C(=CC=C1)C=CC(C=CC=1SC=CC1)=O 1,5-di(thiophen-2-yl)penta-1,4-dien-3-one